octan-7-amine CCCCCCC(C)N